4-(trifluoromethyl)pyridin-1-ium 4-methylbenzenesulfonate CC1=CC=C(C=C1)S(=O)(=O)[O-].FC(C1=CC=[NH+]C=C1)(F)F